[C@@H]1([C@H](O)[C@@H](O)[C@H](O)CO1)CC(C)=O (beta-D-xylopyranosyl)-acetone